(1-(9-Ethyl-9H-carbazol-3-yl)-5-phenyl-1H-[1,2,3]triazol-4-yl)-thiophen-2-yl-methanone C(C)N1C2=CC=CC=C2C=2C=C(C=CC12)N1N=NC(=C1C1=CC=CC=C1)C(=O)C=1SC=CC1